2-(3-chloro-4-(9-((5-cyclopropyl-1,3,4-thiadiazol-2-yl)methyl)-6-(1-methylcyclopropoxy)-9H-purin-8-yl)phenyl)acetamide ClC=1C=C(C=CC1C=1N(C2=NC=NC(=C2N1)OC1(CC1)C)CC=1SC(=NN1)C1CC1)CC(=O)N